NC(C(O)N)(C)C 2-Amino-2-methyl-aminopropanol